O=C1NC(CCC1N1C(OC2=C1C=CC=C2N2CCN(CC2)C(=O)OC(C)(C)C)=O)=O tert-butyl 4-[3-(2,6-dioxo-3-piperidyl)-2-oxo-1,3-benzoxazol-7-yl]piperazine-1-carboxylate